5-([1,1'-biphenyl]-4-ylmethoxy)-2-(isoindolin-2-ylmethyl)-4H-pyran-4-one C1(=CC=C(C=C1)COC=1C(C=C(OC1)CN1CC2=CC=CC=C2C1)=O)C1=CC=CC=C1